5-ethynyl-2-methyl-1H-benzo[d]imidazole C(#C)C1=CC2=C(NC(=N2)C)C=C1